4-fluoro-piperidine-1-carboxylic acid tert-butyl ester C(C)(C)(C)OC(=O)N1CCC(CC1)F